5-imino-5H-5λ4-dibenzo[b,d]thiophene 5-oxide N=S1(C2=C(C3=C1C=CC=C3)C=CC=C2)=O